(2R,6S)-2-cyclopropyl-6-[1-(difluoromethyl)pyrazol-4-yl]-4-(p-tolylsulfonyl)morpholine C1(CC1)[C@@H]1CN(C[C@@H](O1)C=1C=NN(C1)C(F)F)S(=O)(=O)C1=CC=C(C=C1)C